2-((3-chloro-4-fluorophenyl)amino)-6-methoxy-7-(3-(diethylamino)propoxy)quinoline ClC=1C=C(C=CC1F)NC1=NC2=CC(=C(C=C2C=C1)OC)OCCCN(CC)CC